[Si](C)(C)(C(C)(C)C)OC1(COC1)C1=CN(C2=CC=CC=C12)C1=NC(=NC=C1Cl)NC1=C(C=C2CCN(CC2=C1)C)OC N-(4-(3-(3-((tert-butyldimethylsilyl)oxy)oxetan-3-yl)-1H-indol-1-yl)-5-chloropyrimidin-2-yl)-6-methoxy-2-methyl-1,2,3,4-tetrahydroisoquinolin-7-amine